C(C)(=O)C1=CC=C(C=C1)C1=CC=C(O1)C=C1C(C2=C(S1)C=CC=C2)=O 2-[[5-(4-Acetylphenyl)-2-furanyl]methylene]benzo[b]thiophen-3(2H)-one